Methyl 2-((4-(4-(tert-butoxycarbonyl)phenyl)piperazin-1-yl)methyl)-4'-chloro-[1,1'-biphenyl]-4-carboxylate C(C)(C)(C)OC(=O)C1=CC=C(C=C1)N1CCN(CC1)CC1=C(C=CC(=C1)C(=O)OC)C1=CC=C(C=C1)Cl